N1=NN(C2=NC=CC=C21)C2=CC(=C(C(=O)N([C@H]1CNCCC1)C1=NC=CC3=CC=NC=C13)C=C2)F (R)-4-(3H-[1,2,3]triazolo[4,5-b]pyridin-3-yl)-2-fluoro-N-(2,7-naphthyridin-1-yl)-N-(piperidin-3-yl)benzamide